8-(2-methyl-2,4,5,7-tetrahydro-6H-pyrazolo[3,4-c]pyridin-6-yl)pyrido[4,3-d]pyrimidin-7(6H)-one CN1N=C2CN(CCC2=C1)C=1C(NC=C2C1N=CN=C2)=O